FC(S(=O)(=O)[O-])(F)F.[In+3].FC(S(=O)(=O)[O-])(F)F.FC(S(=O)(=O)[O-])(F)F Indium trifluoromethanesulfonate